N-(4-phenylthiadiazol-5-yl)pyrrolidine-2-carboxamide C1(=CC=CC=C1)C=1N=NSC1NC(=O)C1NCCC1